4-(difluoromethyl)-N-[4-fluoro-5-(3-methylbenzimidazol-5-yl)-2-[(3R,5S)-3,4,5-trimethylpiperazin-1-yl]phenyl]-1-methyl-6-oxopyridine-3-carboxamide FC(C=1C(=CN(C(C1)=O)C)C(=O)NC1=C(C=C(C(=C1)C1=CC2=C(N=CN2C)C=C1)F)N1C[C@H](N([C@H](C1)C)C)C)F